NC1=C(C=CC=C1)NC1=CC2=C(N(C(N2C)=O)C)C=C1 5-((2-Aminophenyl)amino)-1,3-dimethyl-1,3-dihydro-2H-benzo[d]imidazol-2-one